Cl.C[C@H]1NCC2=CC=CC=C2C1 (3R)-3-methyl-1,2,3,4-tetrahydroisoquinoline hydrochloride